1-bromo-2,4-bis(difluoromethoxy)benzene BrC1=C(C=C(C=C1)OC(F)F)OC(F)F